2-[(2-{[(4-chloro-2-fluorophenyl)methyl]amino}-5,6,7,8-tetrahydro-1,7-naphthyridin-7-yl)methyl]-1-{[(2S)-oxetan-2-yl]methyl}-1H-1,3-benzodiazole-6-carboxylic acid ClC1=CC(=C(C=C1)CNC1=NC=2CN(CCC2C=C1)CC1=NC2=C(N1C[C@H]1OCC1)C=C(C=C2)C(=O)O)F